(R)-2-(2-bromo-4,7-dihydrothieno[2,3-c]pyridin-6(5H)-yl)-4-((1-(hydroxymethyl)cyclobutyl)amino)-6,7-dihydrothieno[3,2-d]pyrimidine 5-oxide BrC1=CC2=C(CN(CC2)C=2N=C(C3=C(N2)CC[S@]3=O)NC3(CCC3)CO)S1